OCC1CC2C3C(CC(C2C1)C3)CO 4,9-bis(hydroxymethyl)tricyclo[5.2.1.02,6]-decane